COC=1C=2N(C=C(C1)C1=CC3=C(N(C(N3)=O)[C@H]3CN(CCC3)CC(=O)N(C)C)C=C1C)N=CN2 (R)-2-(3-(5-(8-Methoxy-[1,2,4]triazolo[1,5-a]pyridin-6-yl)-6-methyl-2-oxo-2,3-dihydro-1H-benzo[d]imidazol-1-yl)piperidin-1-yl)-N,N-dimethylacetamid